N-(1-(3-(5-amino-2-chloro-4-fluoro-3-methylbenzamido)-4-(4-methylpiperazin-1-yl)phenyl)-1H-1,2,3-triazolopyridin-4-yl)piperidine-4-carboxamide NC=1C(=C(C(=C(C(=O)NC=2C=C(C=CC2N2CCN(CC2)C)N2NN=C3C2=CC=CN3NC(=O)C3CCNCC3)C1)Cl)C)F